FC(C(=O)O)(F)F.C12CN(CC(CC1)N2)C2=C1C(=NC=C2)N(CC1)C(=O)NC=1C(=CC=2N(C1)C=C(N2)C)F 4-(3,8-diazabicyclo[3.2.1]octan-3-yl)-N-(7-fluoro-2-methylimidazo[1,2-a]pyridin-6-yl)-2,3-dihydro-1H-pyrrolo[2,3-b]pyridine-1-carboxamide 2,2,2-trifluoroacetate